5-Aminophenanthroline NC1=C2C=CC=NC2=C2N=CC=CC2=C1